2-[1-[2-[4-(4-acetylpiperazin-1-yl)phenyl]-3,6-dimethyl-4-oxo-chromen-8-yl]ethylamino]benzoic acid C(C)(=O)N1CCN(CC1)C1=CC=C(C=C1)C=1OC2=C(C=C(C=C2C(C1C)=O)C)C(C)NC1=C(C(=O)O)C=CC=C1